3,6-dichloroimidazo[1,2-a]pyridine-8-sulfonyl chloride ClC1=CN=C2N1C=C(C=C2S(=O)(=O)Cl)Cl